BrC=1C=CC(=C(C1)C1NCCC1)OC(C)C 2-(5-bromo-2-isopropoxyphenyl)pyrrolidine